C(CCCCCCCCCCCCC)O tetradecane-1-ol